N-(5-(3-chlorobenzyl)-1,3,4-thiadiazol-2-yl)-3-methylpyrazine-2-carboxamide methyl-(S)-2-(3,5-dimethyl-1H-pyrazol-1-yl)propanoate COC([C@H](C)N1N=C(C=C1C)C)=O.ClC=1C=C(CC2=NN=C(S2)NC(=O)C2=NC=CN=C2C)C=CC1